(E)-1-(2-aminomethyl-3-fluoroallyl)-N-tert-butyl-1H-pyrrole-3-carboxamide NC/C(/CN1C=C(C=C1)C(=O)NC(C)(C)C)=C\F